tert-butyl (1-(4-(3-cyano-6-ethoxypyrazolo[1,5-a]pyridin-4-yl)phenyl)-4-formylpiperidin-4-yl)carbamate C(#N)C=1C=NN2C1C(=CC(=C2)OCC)C2=CC=C(C=C2)N2CCC(CC2)(C=O)NC(OC(C)(C)C)=O